N1CC(C1)CCOC=1C=C2C(N(C(C2=CC1)=O)C1C(NC(CC1)=O)=O)=O 5-[2-(azetidin-3-yl)ethoxy]-2-(2,6-dioxopiperidin-3-yl)isoindole-1,3-dione